NC=1N=C(SC1C(=O)C=1C=NC(=CC1)OC(F)F)NC1=CC=C(C=C1)C(F)F {4-amino-2-[4-(difluoromethyl)anilino]-1,3-thiazol-5-yl}[6-(difluoromethoxy)pyridin-3-yl]methanone